(E)-2-(2-((tert-butyldimethylsilyl)oxy)ethyl)-6-(2-nitrovinyl)pyridine [Si](C)(C)(C(C)(C)C)OCCC1=NC(=CC=C1)\C=C\[N+](=O)[O-]